ClC1=CC=C(C(=N1)C=1SC(=NN1)C)F 2-(6-Chloro-3-fluoropyridin-2-yl)-5-methyl-1,3,4-thiadiazole